2-(hydroxymethyl)-3-(trifluoromethyl)tetrahydrofuran-3,4-diol OCC1OCC(C1(O)C(F)(F)F)O